Dimethyl 3-((tert-butyldiphenylsilyl)oxy)pentanedioate [Si](C1=CC=CC=C1)(C1=CC=CC=C1)(C(C)(C)C)OC(CC(=O)OC)CC(=O)OC